C(C)(C)N(P(O)(O)(C(C)(C)C)C(C)(C)C)C(C)C di-tert-butyl-phosphorous (diisopropylamide)